C(C1=CC=CC=C1)OC1=CC=C2C(C(OCC2=C1)(C1=CC=CC=C1)C)(O)C1=CC=C(C=C1)N1CCC(CC1)C(OC)OC 7-(benzyloxy)-4-(4-(4-(dimethoxymethyl)piperidin-1-yl)phenyl)-3-methyl-3-phenylisochroman-4-ol